C(C)(C)N1N=NC2=C(C=C3C=NC(=NC3=C21)NC2CCN(CC2)S(=O)(=O)C)[2H] 1-isopropyl-N-(1-(methylsulfonyl)piperidin-4-yl)-1H-[1,2,3]triazolo[4,5-h]quinazolin-4-d-8-amine